1-[(2R,6S)-6-(hydroxymethyl)-6-(triisopropylsiloxymethyl)-1,4-dioxan-2-yl]pyrimidine-2,4-dione OC[C@]1(COC[C@@H](O1)N1C(NC(C=C1)=O)=O)CO[Si](C(C)C)(C(C)C)C(C)C